[[2-[(2R,5S)-5-methyl-2-(3-oxoisoindolin-5-yl)-1-piperidyl]-2-oxo-acetyl]amino]pyridine-3-carboxamide C[C@H]1CC[C@@H](N(C1)C(C(=O)NC1=NC=CC=C1C(=O)N)=O)C=1C=C2C(NCC2=CC1)=O